methyl (S)-3-(3-(2,5-difluoro-3-(imidazo[1,2-a]pyridine-3-carboxamido)-4-methylphenyl)-1,2,4-oxadiazol-5-yl)piperidine-1-carboxylate FC1=C(C=C(C(=C1NC(=O)C1=CN=C2N1C=CC=C2)C)F)C2=NOC(=N2)[C@@H]2CN(CCC2)C(=O)OC